1-[2-ethyl-5-(3-methyl-1,2-oxazol-5-yl)benzenesulfonyl]-8-methyl-1,2,3,4-tetrahydroquinoline C(C)C1=C(C=C(C=C1)C1=CC(=NO1)C)S(=O)(=O)N1CCCC2=CC=CC(=C12)C